2-chloro-6-[3-(spiro[2.2]pent-1-ylmethoxy)pyrazol-1-yl]-nicotinic acid methyl ester COC(C1=C(N=C(C=C1)N1N=C(C=C1)OCC1CC12CC2)Cl)=O